C(#N)CNC(C1=C(C=C(C=C1OC)C1=CN=C2N1C=CC(=C2)C=2C=NN(C2)C)OC)=O N-(cyanomethyl)-2,6-dimethoxy-4-[7-(1-methylpyrazol-4-yl)imidazo[1,2-a]pyridin-3-yl]benzamide